C(C)(C)C12CCCC(CCC1)B2 isopropyl-9-borabicyclo[3.3.1]nonane